FC(C=1C=NN(C1)C=1C=NN2C1N=C(C=C2)N2[C@H](CCC2)C2=C(C=CC(=C2)F)F)F (R)-3-(4-(difluoromethyl)-1H-pyrazol-1-yl)-5-(2-(2,5-difluorophenyl)pyrrolidin-1-yl)pyrazolo[1,5-a]pyrimidine